BrC1=CSC2=C1N=C(N=C2)NC2=CC=C(C=C2)CN2CCN(CC2)CC 7-bromo-N-(4-((4-ethylpiperazin-1-yl)methyl)phenyl)thieno[3,2-d]pyrimidin-2-amine